(2S)-4-(methylsulfinyl)-2-pentadecanamidobutanoic acid CS(=O)CC[C@@H](C(=O)O)NC(CCCCCCCCCCCCCC)=O